1-(6-(6-chloro-2-(3-(dimethylamino)azetidin-1-yl)-8-fluoro-7-(2-fluoro-6-hydroxyphenyl)quinazolin-4-yl)-1-methyl-2,6-diazaspiro[3.4]octan-2-yl)prop-2-en-1-one ClC=1C=C2C(=NC(=NC2=C(C1C1=C(C=CC=C1O)F)F)N1CC(C1)N(C)C)N1CC2(CN(C2C)C(C=C)=O)CC1